ClC1=C(C=C(C=C1)CC(=O)N)C(F)(F)F 2-(4-chloro-3-(trifluoromethyl)phenyl)acetamide